1-(3-cyanophenyl)-3-((5-(2,6-dioxopiperidin-3-yl)-6-oxo-5,6-dihydro-4H-thieno[2,3-c]pyrrol-2-yl)methyl)urea C(#N)C=1C=C(C=CC1)NC(=O)NCC1=CC2=C(C(N(C2)C2C(NC(CC2)=O)=O)=O)S1